The molecule is a proanthocyanidin consisting of two molecules of (-)-epicatechin joined by a (4alpha->8)-linkage. It has a role as a metabolite. It is a hydroxyflavan, a proanthocyanidin, a polyphenol and a biflavonoid. It derives from a (-)-epicatechin. C1[C@H]([C@H](OC2=C1C(=CC(=C2[C@H]3[C@H]([C@H](OC4=CC(=CC(=C34)O)O)C5=CC(=C(C=C5)O)O)O)O)O)C6=CC(=C(C=C6)O)O)O